C[C@H]1[C@H](C[C@H](C(N1CC(F)(F)F)=O)NC(=O)C1=CC2=C(S1)C[C@]1(C(NC3=NC=CC=C31)=O)C2)C2=CC=CC=C2 (R)-N-((3R,5R,6S)-6-methyl-2-oxo-5-phenyl-1-(2,2,2-trifluoroethyl)piperidin-3-yl)-2'-oxo-1',2',4,6-tetrahydrospiro[cyclopenta[b]thiophene-5,3'-pyrrolo[2,3-b]pyridine]-2-formamide